(3R,4S)-1-[4-({8-[(2R,3S)-3-(methanesulfonylmeth-yl)-2-methylazetidin-1-yl]-5-(propan-2-yl)-2,7-naphthyridin-3-yl}amino)pyrimidin-2-yl]-4-methoxypiperidin-3-ol CS(=O)(=O)C[C@@H]1[C@H](N(C1)C=1N=CC(=C2C=C(N=CC12)NC1=NC(=NC=C1)N1C[C@H]([C@H](CC1)OC)O)C(C)C)C